CC=1C=C(C=CC1C)N1N=C(/C(/C1=O)=N/NC=1C(=C(C=CC1)C1=CC=CC=C1)O)C 3'-[(2Z)-[1-(3,4-Dimethylphenyl)-1,5-dihydro-3-methyl-5-oxo-4H-pyrazol-4-yliden]hydrazino]-2'-hydroxy-[1,1'-biphenyl]